(2-METHYL-3-CARBOXYPHENYL)BORONIC ACID CC1=C(C=CC=C1C(=O)O)B(O)O